FC1=CC(=C(C=C1)NC1=C(C(=O)NC=2C(=NC(=CC2)OC)C)C=C(C=C1)C)C 2-((4-fluoro-2-methylphenyl)amino)-N-(6-methoxy-2-methylpyridin-3-yl)-5-methylbenzamide